FC(C(=O)O)(F)F.C1NCC12CC(C2)[C@H](C)NC=2C=C(C=CC2C(F)(F)F)N2C(OC=N2)=O [3-{[(1S)-1-(2-azaspiro[3.3]heptan-6-yl)ethyl]amino}-4-(trifluoromethyl)phenyl]-1,3,4-oxadiazol-2(3H)-one trifluoroacetate salt